N1C(=NC=C1)C1=CC=C(C(=N1)C)N1CCN(CC1)CC1=CC=2NC(N(C(C2S1)=O)CC)=O 6-((4-(6-(1H-imidazol-2-yl)-2-methylpyridin-3-yl)piperazin-1-yl)methyl)-3-ethylthieno[3,2-d]pyrimidine-2,4(1H,3H)-dione